(4-bromophenoxy)-tert-butyl-dimethyl-silane BrC1=CC=C(O[Si](C)(C)C(C)(C)C)C=C1